[Ca+2].OC=1N(C(=C(C1C1=CC=CC=C1)C(=O)NC1=CC=CC=C1)C(C)C)CCCCCCC(=O)[O-].OC=1N(C(=C(C1C1=CC=CC=C1)C(=O)NC1=CC=CC=C1)C(C)C)CCCCCCC(=O)[O-] hydroxy-5-(1-methylethyl)-3-phenyl-4-[(phenylamino)carbonyl]-1H-pyrrole-1-heptanoic acid calcium salt